methyl 1-([1,1'-biphenyl]-4-ylmethyl)-5-chloro-4H-indazole-7-carboxylate C1(=CC=C(C=C1)CN1NC=C2CC(=CC(=C12)C(=O)OC)Cl)C1=CC=CC=C1